2-hydroxy-6-oxo-6-phenylhexa-2,4-dienoic acid OC(C(=O)O)=CC=CC(C1=CC=CC=C1)=O